3-(5-(((1R,2S)-2-((1-(1-(difluoromethyl)cyclopropyl)ethyl)amino)cyclohexyl)methyl)-1-oxoisoindolin-2-yl)piperidine-2,6-dione FC(C1(CC1)C(C)N[C@@H]1[C@H](CCCC1)CC=1C=C2CN(C(C2=CC1)=O)C1C(NC(CC1)=O)=O)F